COC(C1=CN=C(C=C1Cl)OC([2H])([2H])[2H])=O 4-chloro-6-(methoxy-d3)nicotinic acid methyl ester